C1(CCCC1)N1C(N(C=2C1=C1C(=NC2)NC(=C1C=1C=C2C=NN(C2=CC1)C)C1C(C1)C#N)C)=O 2-(1-cyclopentyl-3-methyl-8-(1-methyl-1H-indazol-5-yl)-2-oxo-1,2,3,6-tetrahydroimidazo[4,5-d]pyrrolo[2,3-b]pyridin-7-yl)cyclopropane-1-carbonitrile